C(C)(C)(C)OC(=O)N1CC(CC1)C#CCOC1=C(C(=CC(=C1)C(N)=O)N)NC\C=C\CNC1=C(C=C(C=C1OC)C(=O)OC)N (E)-3-(3-(3-amino-2-((4-((2-amino-6-methoxy-4-(methoxycarbonyl)phenyl)-amino)but-2-en-1-yl)amino)-5-carbamoylphenoxy)prop-1-yn-1-yl)pyrrolidine-1-carboxylic acid tert-butyl ester